3-(2-(difluoromethoxy)-6-methoxypyridin-3-yl)-1-(2-isopropyl-phenyl)-1-(1-(oxetan-3-yl)piperidin-4-yl)urea FC(OC1=NC(=CC=C1NC(N(C1CCN(CC1)C1COC1)C1=C(C=CC=C1)C(C)C)=O)OC)F